BrC1=CC=C(C=C1)C=1C2=CC=CC=C2C(=C2C=CC=CC12)C1=CC=CC=C1 9-(4-bromo-phenyl)-10-phenyl-anthracene